CC1NCC2=CC=C3C(=C2C1)OC(N3)=O 8-methyl-6,7,8,9-tetrahydrooxazolo[5,4-f]isoquinolin-2(3H)-one